FC(COC1=C(C=CC(=N1)NC=1C=2N(N=C(C1)N[C@@H]1[C@H](CCCC1)O)C(=CN2)C#N)C(=O)N2[C@@H](COC[C@@H]2C)C)F 8-{[6-(2,2-difluoroethoxy)-5-[(3R,5S)-3,5-dimethylmorpholine-4-carbonyl]pyridin-2-yl]amino}-6-{[(1S,2S)-2-hydroxycyclohexyl]amino}imidazo[1,2-b]pyridazine-3-carbonitrile